C(C1=CC=CC=C1)OC=1C=C2CCC(C(C2=CC1)C1=CC=C(OCCN2CCCC2)C=C1)C1=CC=CC=C1 [4-(6-benzyloxy-2-phenyl-1,2,3,4-tetrahydronaphthalen-1-yl)-phenoxy]ethylpyrrolidine